C(C)(C)(C)OC(=O)NC1CCN(CC1)C1=NC=2N(C(=C1)NC(OCC1=CC(=CC=C1)N)=O)N=CC2C(C)C (3-aminobenzyl) (5-(4-((tert-butoxycarbonyl)amino)piperidin-1-yl)-3-isopropylpyrazolo[1,5-a]pyrimidin-7-yl)carbamate